C1=C2C3=C(N=CC2=C(N=C1)N)C=CC=C3 benzo[c][2,7]naphthyridin-4-amine